1-[(4-amino-2-methylpyrimidin-5-yl)methyl]-3-chloro-4-[(2,4-difluorobenzyl)oxy]-6-methylpyridin-2(1H)-one trifluoroacetate FC(C(=O)O)(F)F.NC1=NC(=NC=C1CN1C(C(=C(C=C1C)OCC1=C(C=C(C=C1)F)F)Cl)=O)C